C1(CCCCC1)COC1=CC=C(C=C1)C=1C=C(C(NC1C(F)(F)F)=O)C(=O)N 5-(4-(Cyclohexylmethoxy)phenyl)-2-oxo-6-(trifluoromethyl)-1,2-dihydropyridin-3-carboxamide